7-bromo-2-methoxy-2,3,4,4a-tetrahydro-9H-fluoren-9-one BrC1=CC=C2C3CCC(C=C3C(C2=C1)=O)OC